barium-lead-aluminum-iron [Fe].[Al].[Pb].[Ba]